(4-(7-(8-ethylnaphthalen-1-yl)-2-((hexahydro-1H-pyrrolizin-7a-yl)methoxy)-5,6,7,8-tetrahydropyrido[3,4-d]pyrimidin-4-yl)-1,4-oxazepan-6-yl)methanol C(C)C=1C=CC=C2C=CC=C(C12)N1CC=2N=C(N=C(C2CC1)N1CCOCC(C1)CO)OCC12CCCN2CCC1